BrC=1C=C(C=CC1)C1=CC=CC=C1 3'-bromo-[1,1'-biphenyl]